3,6-diaminoacridine-ethanol NC=1C=C(C2=CC3=CC=C(C=C3N=C2C1)N)CCO